formtelluric acid C(O)=[Te]